C[N+]1(CCCC1)CCC 1-methyl-1-propyl-pyrrolidinium